ClC1=CC=C(C=N1)CN(C1=CC(OC1)=O)CC(F)F 4-[[(6-Chloropyridin-3-yl)methyl](2,2-difluoro-ethyl)amino]furan-2(5H)-on